N1N=NC(=C1)C1=CC=C(CNC(=O)C=2C(=NC(=NC2O)SC)O)C=C1 N-(4-(1H-1,2,3-triazol-4-yl)benzyl)-4,6-dihydroxy-2-(methylthio)pyrimidine-5-carboxamide